2-(piperazine-1-yl)acetamide N1(CCNCC1)CC(=O)N